N-(4-fluoro-3-methylphenyl)-1,2,4-trimethyl-5-(2-oxo-2-((1-(tetrahydro-2H-pyran-4-yl)piperidin-4-yl)amino)acetyl)-1H-pyrrole-3-carboxamide FC1=C(C=C(C=C1)NC(=O)C1=C(N(C(=C1C)C(C(NC1CCN(CC1)C1CCOCC1)=O)=O)C)C)C